[C@@H]12N(C[C@@H](CC1)C2)CC(=O)NC=2C=C(C(=NC2)C)NC(=O)C=2C=NN1C2C=NC(=C1)C=1C(=NN(C1)C)C N-(5-(2-((1R,4S)-2-azabicyclo[2.2.1]heptan-2-yl)acetamido)-2-methylpyridin-3-yl)-6-(1,3-dimethyl-1H-pyrazol-4-yl)pyrazolo[1,5-a]pyrazine-3-carboxamide